(4-(4-(benzo[d]thiazol-5-ylamino)quinolin-7-yl)phenyl)(4-phenylpiperazin-1-yl)methanone S1C=NC2=C1C=CC(=C2)NC2=CC=NC1=CC(=CC=C21)C2=CC=C(C=C2)C(=O)N2CCN(CC2)C2=CC=CC=C2